(R)-1-(4-(3-(6-(4-isopropyl-4H-1,2,4-triazol-3-yl)pyridin-2-yl)-2-oxoimidazolidin-1-yl)phenyl)-N-methylpyrrolidine-3-carboxamide C(C)(C)N1C(=NN=C1)C1=CC=CC(=N1)N1C(N(CC1)C1=CC=C(C=C1)N1C[C@@H](CC1)C(=O)NC)=O